4-(3-bromoanilino)-2'-(4-chloro-3-methylphenyl)spiro[cyclohexane-1,1'-indene]-4-carboxylic acid BrC=1C=C(NC2(CCC3(C(=CC4=CC=CC=C34)C3=CC(=C(C=C3)Cl)C)CC2)C(=O)O)C=CC1